COC=1C=C2C=C(C=NC2=CC1OC)C1=C(C=CC=C1)OC 6,7-Dimethoxy-3-(2-methoxy-phenyl)-quinoline